CO[C@H]1CN(C[C@@H]1NC(=O)NCCCCCCCCCCCCC)C1=NN=C(O1)C1=CC=C(C(=O)OC)C=C1 methyl 4-(5-((3S,4S)-3-methoxy-4-(3-tridecylureido)pyrrolidin-1-yl)-1,3,4-oxadiazol-2-yl)benzoate